ClC1=C(C(=CC=C1)Cl)C1=CC(=C(C(=C1)F)F)[C@H](CC(=O)OCC)NC([C@H](CC(C)C)NC(=O)C=1C(N(C=CC1)C)=O)=O ethyl (3S)-3-{2',6'-dichloro-4,5-difluoro-[1,1'-biphenyl]-3-yl}-3-[(2S)-4-methyl-2-[(1-methyl-2-oxo-1,2-dihydropyridin-3-yl)formamido]pentanamido]propanoate